1,4-di(2-oxo-10-sulfo-3-bornylidenemethyl)benzene iridium (III) [Ir+3].O=C1C2(CCC(C1=CC1=CC=C(C=C1)C=C1C(C3(CCC1C3(C)C)CS(=O)(=O)O)=O)C2(C)C)CS(=O)(=O)O